2-(6-((2-methoxyethyl)(2,2,6,6-tetramethylpiperidin-4-yl)amino)pyridazin-3-yl)-5-(1H-pyrazol-4-yl)phenol COCCN(C1=CC=C(N=N1)C1=C(C=C(C=C1)C=1C=NNC1)O)C1CC(NC(C1)(C)C)(C)C